3-ETHYLTHIOPHENE-2-BORONIC ACID C(C)C1=C(SC=C1)B(O)O